FC(C1=NC=CC(=C1)C1=NC(=C(C=C1)OC[C@](CC1CC1)(N)C)C(F)F)F (S)-1-((2',6-bis(difluoromethyl)-[2,4'-bipyridyl]-5-yl)oxy)-3-cyclopropyl-2-methylpropan-2-amine